C(O[C@H]1C[C@H](CC1)C1=NN(C(=C1)NC(=O)C1=CC(=NN1C)COC)C(C)(C)C)(OC1=CC=CC=C1)=O (1R-3S)-3-(1-(tert-butyl)-5-(3-(methoxymethyl)-1-methyl-1H-pyrazole-5-carboxamido)-1H-pyrazol-3-yl)cyclopentyl phenyl carbonate